1,1'-{1,5,9-triazacyclododecane-1,5-diylbis[methylene(2-hydroxy-5-methyl-3,1-phenylene)methyleneazanediyl]}di(ethane-1,2-diol) N1(CCCN(CCCNCCC1)CC=1C(=C(C=C(C1)C)CNC(CO)O)O)CC=1C(=C(C=C(C1)C)CNC(CO)O)O